N[C@@H]1CN(CC[C@H]1F)C1=NC2=C(N1CC(=O)N(CC(F)(F)F)C)C=CC(=C2)C(F)(F)F 2-(2-((3R,4R)-3-Amino-4-fluoropiperidin-1-yl)-5-(trifluoromethyl)-1H-benzo[d]imidazol-1-yl)-N-methyl-N-(2,2,2-trifluoroethyl)acetamid